FC=1C(=NC(=NC1)NC1(CC(C1)N)[2H])C=1C=C(C2=C(N(C(=N2)C)C(C)C)C1)F N1-(5-fluoro-4-(4-fluoro-1-isopropyl-2-methyl-1H-benzo[d]imidazol-6-yl)pyrimidin-2-yl)cyclobutane-1,3-diamine-1-d